UNDECATRIEN C=CC=CC=CCCCCC